NC=1C=2N(C(=C(N1)C1=C(C#N)C=CC=C1)C1=CN=NN1C)N=C(C2)CC2=NC=CC=C2 (4-amino-7-(1-methyl-1H-1,2,3-triazol-5-yl)-2-(pyridin-2-ylmethyl)pyrazolo[1,5-a]pyrazin-6-yl)benzonitrile